tert-butyl rac-(3S,4S)-3-methyl-4-[(2,2,2-trifluoroacetyl)amino]piperidine-1-carboxylate C[C@H]1CN(CC[C@@H]1NC(C(F)(F)F)=O)C(=O)OC(C)(C)C |r|